3-(4-(((1S,3S)-3-aminocyclopentyl)oxy)-3-(3-fluoro-5-methylphenyl)quinolin-6-yl)-5-fluorobenzamide N[C@@H]1C[C@H](CC1)OC1=C(C=NC2=CC=C(C=C12)C=1C=C(C(=O)N)C=C(C1)F)C1=CC(=CC(=C1)C)F